C(#N)C1=NC2=CC(=CC(=C2N=C1N1CCOCC1)[C@@H](C)NC1=C(C(=O)NC)C=CC=C1)C (R)-2-((1-(2-cyano-7-methyl-3-morpholinoquinoxalin-5-yl)ethyl)amino)-N-methylbenzamide